C1(CC1)C1=C(C(=NO1)C1=C(C=CC=C1Cl)Cl)COC1C2CN(CC1C2)C2=CC=C1C(=CN(C1=C2)C)C(=O)O 6-(6-((5-Cyclopropyl-3-(2,6-dichlorophenyl)isoxazol-4-yl)methoxy)-3-azabicyclo[3.1.1]heptane-3-yl)-1-methyl-1H-indole-3-carboxylic acid